ethyl (S)-3-(2-(2,5-dimethylbenzoyl)-1,2,3,4-tetrahydroisoquinolin-7-yl)-3-(6-methoxy-4-methylpyridin-3-yl)propanoate CC1=C(C(=O)N2CC3=CC(=CC=C3CC2)[C@H](CC(=O)OCC)C=2C=NC(=CC2C)OC)C=C(C=C1)C